C1(CC1)C1=CC=C(N=N1)OC1CN(C1)C(=O)N1CC2(C1)CC(C2)N2N=C(N=C2)C2CC2 [3-(6-cyclopropylpyridazin-3-yl)oxyazetidin-1-yl]-[6-(3-cyclopropyl-1,2,4-triazol-1-yl)-2-azaspiro[3.3]heptan-2-yl]methanone